COC(=O)N1CCN(CC1)C([C@H](NC1=NC=2C(=CC=CC2C=2N1N=C(N2)C=2C=NN(C2)C)Br)C)=O 4-{N-[7-bromo-2-(1-methyl-1H-pyrazol-4-yl)[1,2,4]triazolo[1,5-c]quinazolin-5-yl]-D-alanyl}piperazine-1-carboxylic acid methyl ester